4-nitrophenyl 1-(6-methoxypyridazin-3-yl)-3-methyl-5-oxo-4,5-dihydro-1H-pyrazole-4-carboxylate COC1=CC=C(N=N1)N1N=C(C(C1=O)C(=O)OC1=CC=C(C=C1)[N+](=O)[O-])C